(1R,2S,4S,5R)-2-(hydroxymethyl)-2-(methoxymethyl)-4-methyl-5-(trifluoromethyl)quinuclidin-3-one OC[C@]1(N2C[C@@H]([C@@](C1=O)(CC2)C)C(F)(F)F)COC